7-(6-(((1S,2S,3R,5R)-2-fluoro-9-azabicyclo[3.3.1]nonan-3-yl)(methyl)amino)pyridazin-3-yl)quinolin-6-ol F[C@H]1[C@@H]2CCC[C@H](C[C@H]1N(C1=CC=C(N=N1)C1=C(C=C3C=CC=NC3=C1)O)C)N2